(1-(4-chlorophenyl)-5-phenyl-1H-imidazol-2-yl)(phenyl)methanone ClC1=CC=C(C=C1)N1C(=NC=C1C1=CC=CC=C1)C(=O)C1=CC=CC=C1